Ethyl (R)-4-iodo-3-methylbutanoate IC[C@@H](CC(=O)OCC)C